1-margaroyl-2-oleoyl-sn-glycero-3-phosphocholine C(CCCCCCCCCCCCCCCC)(=O)OC[C@@H](OC(CCCCCCC\C=C/CCCCCCCC)=O)COP(=O)([O-])OCC[N+](C)(C)C